5-fluoro-3-(3-{4-[(2S)-2-(methanesulfonylmethyl)pyrrolidine-1-carbonyl]phenyl}-1,2-oxazol-5-yl)-6-methoxy-1H-indazole FC=1C=C2C(=NNC2=CC1OC)C1=CC(=NO1)C1=CC=C(C=C1)C(=O)N1[C@@H](CCC1)CS(=O)(=O)C